FC1=C(C=C(C=C1)F)C1=C(C(=NC(=C1)C)N1CC(CC1)(F)F)NC(=O)C=1C=NC(=NC1)C(C)C N-(4-(2,5-difluorophenyl)-2-(3,3-difluoropyrrolidin-1-yl)-6-methyl-pyridin-3-yl)-2-isoprop-ylpyrimidine-5-carboxamide